2-cyano-N-(6-(difluoromethyl)pyridazin-4-yl)-8-methyl-8-(trifluoromethyl)-7,8-dihydro-6H-pyrazolo[1,5-a]pyrrolo[2,3-e]pyrimidine-6-carboxamide C(#N)C1=NN2C(N=CC3=C2C(CN3C(=O)NC3=CN=NC(=C3)C(F)F)(C(F)(F)F)C)=C1